(S)-1-((2-((2-methoxypropyl)amino)pyridin-4-yl)methyl)-5,5-dimethyl-3-(1'-(methylsulfonyl)spiro[cyclobutane-1,3'-indolin]-6'-yl)imidazolidine-2,4-dione CO[C@H](CNC1=NC=CC(=C1)CN1C(N(C(C1(C)C)=O)C1=CC=C2C3(CN(C2=C1)S(=O)(=O)C)CCC3)=O)C